C(C)(C)(C)OC(=O)N1C[C@H]([C@@H](CC1)NC(=O)C1=NOC(=C1)C1=C(C=C(C=C1)F)F)C(N(CCC1=CC=CC=C1)C)=O |r| rac-(3R*,4R*)-4-{[5-(2,4-Difluoro-phenyl)-isoxazole-3-carbonyl]-amino}-3-(methyl-phenethyl-carbamoyl)-piperidine-1-carboxylic Acid Tert-Butyl Ester